4-(5-Bromo-3-nitropyridin-2-yl)thiomorpholine BrC=1C=C(C(=NC1)N1CCSCC1)[N+](=O)[O-]